O=C1NC(CC[C@H]1N1C(C2=CC=C(C=C2C1)CNC(=O)NC1=CC=C(C=C1)O[C@H]1C[C@H](CC1)CO)=O)=O |&1:6| rac-1-((2-(2,6-Dioxopiperidin-3-yl)-1-oxoisoindolin-5-yl)methyl)-3-(4-(((1R,3S)-3-(hydroxymethyl)cyclopentyl)oxy)phenyl)urea